(3-(hydroxymethyl)(N-morpholinyl))methanone OCC1N(CCOC1)C=O